5-tert-butyl-7-(3,5-dimethylphenyl)-6-methoxy-2-methyl-1H-indene C(C)(C)(C)C=1C=C2C=C(CC2=C(C1OC)C1=CC(=CC(=C1)C)C)C